(4-{7-[(1S,3S,4R)-5-methylidene-2-azabicyclo[2.2.2]octane-3-carbonyl]-2,7-diazaspiro[3.5]nonan-2-yl}pyrimidin-5-yl)oxy-N,N-di(propan-2-yl)benzamide C=C1[C@@H]2[C@H](N[C@H](C1)CC2)C(=O)N2CCC1(CN(C1)C1=NC=NC=C1OC1=C(C(=O)N(C(C)C)C(C)C)C=CC=C1)CC2